COC1=C(C(=O)NCC2=NN3C(NC=4C=CC=CC4C3=N2)=S)C=CC=C1 2-methoxy-N-((5-thioxo-5,6-dihydro-[1,2,4]triazolo[1,5-c]quinazolin-2-yl)methyl)benzamide